[6-(4-Methanesulfonylpiperazin-1-yl)pyrimidin-4-yl]amino-N-[(3S)-2-oxo-5-phenyl-2,3-dihydro-1H-1,4-benzodiazepin-3-yl]acetamide CS(=O)(=O)N1CCN(CC1)C1=CC(=NC=N1)NCC(=O)N[C@@H]1C(NC2=C(C(=N1)C1=CC=CC=C1)C=CC=C2)=O